CC=1C=C(C=CC1)C=1C(=C(C(=C(C1)C1=CC=C(C=C1)NC1=CC=CC=C1)C1=CC(=CC=C1)C)C1=CC(=CC=C1)C)NC1=CC=CC=C1 tris(3-methylphenyl)-N,N'-diphenyl-[1,1'-biphenyl]-4,4'-diamine